NC=1SC2=C(C1C(=O)OCC)CCC(C2)(C)NC(=O)OC(C)(C)C ethyl 2-amino-6-(tert-butoxycarbonylamino)-6-methyl-5,7-dihydro-4H-benzothiophene-3-carboxylate